ClC=1C=C(C=C(C1)[N+](=O)[O-])C=1CCOC(C1)C 4-(3-chloro-5-nitrophenyl)-6-methyl-3,6-dihydro-2H-pyran